1-[(2-{6,6-difluoro-3-azabicyclo[3.1.0]hex-3-yl}-4-methylpyrimidin-5-yl)methyl]-1H-1,2,3-triazole-4-carboxylic acid ethyl ester C(C)OC(=O)C=1N=NN(C1)CC=1C(=NC(=NC1)N1CC2C(C2C1)(F)F)C